Cl.C([C@@H](C(=O)O)N)SSC[C@@H](C(=O)O)N Cystine-HCl